N-t-octyl-acrylamide C(C)(C)(CC(C)(C)C)NC(C=C)=O